NC=1C=C(C(=C(C1)C1=C(C=2N=C(N=C(C2C=N1)NC12CC(C1)C2)OC[C@]21CCCN1C[C@@H](C2)F)F)C(F)(F)F)Cl 7-(5-amino-3-chloro-2-(trifluoromethyl)phenyl)-N-(bicyclo[1.1.1]pentan-1-yl)-8-fluoro-2-(((2R,7aS)-2-fluorotetrahydro-1H-pyrrolizin-7a(5H)-yl)methoxy)pyrido[4,3-d]pyrimidin-4-amine